(S)-N-(chroman-4-yl)-2-(4-methylpyridin-3-yl)benzo[d]thiazole-6-carboxamide O1CC[C@@H](C2=CC=CC=C12)NC(=O)C1=CC2=C(N=C(S2)C=2C=NC=CC2C)C=C1